ditrimethylolhexane tetraacrylate C(C=C)(=O)O.C(C=C)(=O)O.C(C=C)(=O)O.C(C=C)(=O)O.C(O)C(CCCCC)(CO)CO.C(O)C(CCCCC)(CO)CO